C(C1=CC=CC=C1)N1C2C(C3C=NC2(C(CC1)C3)C(=O)NCC3=CC=CC=C3)CC(C)C 4-benzyl-8-benzylaminocarbonyl-2-isobutyl-4,9-diazatricyclo[5.3.1.03,8]Undec-9-ene